5-(1-benzofuran-3-ylmethyl)-2-fluoro-4-methoxyaniline O1C=C(C2=C1C=CC=C2)CC=2C(=CC(=C(N)C2)F)OC